O[C@H](C(=O)N(C1CC(C1)OC1=NC(=C(C2=CC3=C(C=C12)NN=C3)C3=CC(=NC=C3)C)C3CCOCC3)C)C (2S)-2-hydroxy-N-methyl-N-[3-[[5-(2-methyl-4-pyridinyl)-6-tetrahydropyran-4-yl-1H-pyrazolo[4,3-g]isoquinolin-8-yl]oxy]cyclobutyl]propionamide